ClC=1C=C(C=CC1)CC(=O)N1CCC2=CC(=CC(=C12)C#N)B(O)O (1-(2-(3-chlorophenyl)acetyl)-7-cyanoindolin-5-yl)boronic acid